CC1(OB(OC1(C)C)C1=CC2=C(OCCN2)N=C1)C 7-(4,4,5,5-tetramethyl-1,3,2-dioxaborolan-2-yl)-2,3-dihydro-1H-pyrido[2,3-b][1,4]oxazine